(±)-cis-N-[8-chloro-6-(2-methoxy-4-methyl-3-pyridyl)-3-isoquinolinyl]-2-fluoro-cyclopropanecarboxamide ClC=1C=C(C=C2C=C(N=CC12)NC(=O)[C@H]1[C@H](C1)F)C=1C(=NC=CC1C)OC |r|